4-(decyloxy)-N-(6-((2-hydroxyethyl)amino)hexyl)benzamide C(CCCCCCCCC)OC1=CC=C(C(=O)NCCCCCCNCCO)C=C1